(methoxy-aminothiophosphoryl)salicylate COP(=S)(N)OC=1C(C(=O)[O-])=CC=CC1